N-(4-amino-5-(dimethylamino)pyridin-2-yl)acetamide hydrochloride Cl.NC1=CC(=NC=C1N(C)C)NC(C)=O